C(C)S(=O)(=O)C=1C(=NC=C(C1)C(C(F)(F)F)(F)F)C1=NC=2C(=NC=C(C2)C(C(F)(F)F)(F)F)N1C 2-(3-ethylsulfonyl-5-pentafluoroethylpyridin-2-yl)-3-methyl-6-pentafluoroethyl-3H-imidazo[4,5-b]pyridine